ClC1=NC=C2NC(N(C2=N1)C1CC(CCC1)(C)O)=O 2-chloro-9-(3-hydroxy-3-methylcyclohexyl)-7,9-dihydro-8H-purin-8-one